C(C1=CC=CC=C1)[N+]=1N=CN(C1)C1=CC=C(C=C1)OC 1-benzyl-4-(4-methoxy-phenyl)-4H-(1,2,4)triazol-1-ium